N1N=CC2=CC=C(C=C12)CN(C=1SC(=C(N1)C)CN1CCOCC1)CC1=CC(=CC=C1)OC N-((1H-indazol-6-yl)methyl)-N-(3-methoxybenzyl)-4-methyl-5-(morpholinomethyl)thiazol-2-amine